tri(2-ethylhexyl)phosphine oxide C(C)C(CP(CC(CCCC)CC)(CC(CCCC)CC)=O)CCCC